[Ag].[Xe].NCCNC(CC[Si](OCC)(OCC)OCC)CCCOC(C(=C)C)=O N-(beta-aminoethyl)γ-γ-methacryloxypropyl-aminopropyl-triethoxysilane xenon silver